6-chloro-N-[5-(2,2-difluoroethyl)-4-methoxy-6-methyl-pyrimidin-2-yl]-1H-indole-3-sulfonamide ClC1=CC=C2C(=CNC2=C1)S(=O)(=O)NC1=NC(=C(C(=N1)OC)CC(F)F)C